3-(5-(chloromethyl)-6-methoxypyridin-2-yl)propionic acid ethyl ester C(C)OC(CCC1=NC(=C(C=C1)CCl)OC)=O